N-{3-[2-(4-chloro-3-fluorophenoxy)acetamido]bicyclo[1.1.1]pentan-1-yl}-7-fluoro-4-oxo-4H-1-benzopyran-2-carboxamide ClC1=C(C=C(OCC(=O)NC23CC(C2)(C3)NC(=O)C=3OC2=C(C(C3)=O)C=CC(=C2)F)C=C1)F